(2R,3R,4S,5S)-2-(4-Amino-5-(naphthalen-2-ylmethyl)-7H-pyrrolo[2,3-d]pyrimidin-7-yl)-5-((((3-methyl-5-phenylisoxazol-4-yl)methyl)thio)methyl)tetrahydrofuran-3,4-diol NC=1C2=C(N=CN1)N(C=C2CC2=CC1=CC=CC=C1C=C2)[C@@H]2O[C@@H]([C@H]([C@H]2O)O)CSCC=2C(=NOC2C2=CC=CC=C2)C